4-FORMYLPHENYL 4-CHLORO-1-ETHYLPYRAZOLE-3-CARBOXYLATE ClC=1C(=NN(C1)CC)C(=O)OC1=CC=C(C=C1)C=O